tert-butyl (trans-4-((benzylcarbamoyl)(4-(1-methyl-1H-pyrazol-4-yl)phenyl)amino)cyclohexyl)carbamate C(C1=CC=CC=C1)NC(=O)N([C@@H]1CC[C@H](CC1)NC(OC(C)(C)C)=O)C1=CC=C(C=C1)C=1C=NN(C1)C